vinyltris(isopropoxy)silane C(=C)[Si](OC(C)C)(OC(C)C)OC(C)C